N-phenyl-3-(4,4,5,5-tetramethyl-1,3,2-dioxaborolan-2-yl)-N-(3-(triphenylen-2-yl)phenyl)aniline C1(=CC=CC=C1)N(C1=CC(=CC=C1)B1OC(C(O1)(C)C)(C)C)C1=CC(=CC=C1)C1=CC=2C3=CC=CC=C3C3=CC=CC=C3C2C=C1